meso-diaminopimelate C(C[C@H](C(=O)[O-])[NH3+])C[C@@H](C(=O)[O-])[NH3+]